FC=1C=C(C=NC1)NC(CC1=CC=C(C=C1)NC(OCC1=CC=C(C=C1)Cl)=O)=O 4-chlorobenzyl (4-(2-((5-fluoropyridin-3-yl)amino)-2-oxoethyl)phenyl)carbamate